N1-(4-(6-Bromoimidazo[1,2-a]pyridin-3-yl)-5-methyl-pyrimidin-2-yl)cyclohexane-1,4-diamine BrC=1C=CC=2N(C1)C(=CN2)C2=NC(=NC=C2C)NC2CCC(CC2)N